ClC1=C2C(C=3C(CN4C(CC5(CC5)[C@H]4C3CN=C1)=O)C=1NC(=CN1)C=1C=CC3=C(N=C(S3)C)C1)=CC(C=C2F)=O |o1:13| (S*)-7-chloro-8-fluoro-12-(5-(2-methylbenzo[d]thiazol-5-yl)-1H-imidazol-2-yl)-13,14-dihydro-2H-spiro[benzo[5,6]azocino[4,3-g]indolizine-3,1'-cyclopropane]-1,10(4H,12H)-dione